C(#N)C(NC(=O)[C@@H]1[C@H]2[C@H]3C=C[C@@H]([C@H]2CN1C([C@H](C(C)(C)C)NC(C(F)(F)F)=O)=O)C3)C=3C=NC=CC3 (1R,2S,3S,6R,7S)-N-[cyano(pyridin-3-yl)methyl]-4-[(2S)-3,3-dimethyl-2-(2,2,2-trifluoroacetamido)butanoyl]-4-azatricyclo[5.2.1.0^{2,6}]dec-8-ene-3-carboxamide